C(C)OC1=NC=CC=C1C=1C=C(C2=C(N1)N(N=C2C(C)C)C)N(CC2=NN(N=C2)C)CC2=CC=C(C=C2)OC 6-(2-ethoxypyridin-3-yl)-3-isopropyl-N-(4-methoxybenzyl)-1-methyl-N-((2-methyl-2H-1,2,3-triazol-4-yl)methyl)-1H-pyrazolo[3,4-b]Pyridin-4-amine